ClC1=CC(=C(C=C1)C1(OC2=C(O1)C=CC=C2C2=CC(=C(CC1=NC3=C(N1C[C@H]1OCC1)C=C(C=C3)C(=O)O)C(=C2)F)C#N)C)F 2-(4-(2-(4-chloro-2-fluorophenyl)-2-methylbenzo[d][1,3]dioxol-4-yl)-2-cyano-6-fluorobenzyl)-1-(((S)-oxetan-2-yl)methyl)-1H-benzo[d]imidazole-6-carboxylic acid